COC=1C=C(C(=O)NC2=CC=CC=C2)C=CC1 3-methoxy-N-phenylbenzamide